1-(4-i-propylbenzoyl)-1-hydroxy-1-methyl-ethane C(C)(C)C1=CC=C(C(=O)C(C)(C)O)C=C1